(2-thienyl)-1,2-dihydroquinoxalin-2-one S1C(=CC=C1)N1C(C=NC2=CC=CC=C12)=O